8-chloro-2-{[5-(2H3)methylpyrazin-2-yl]methyl}-1-[(2R,4R)-2-methyltetrahydro-2H-pyran-4-yl]-1H-imidazo[4,5-c]quinoline ClC1=CC=2C3=C(C=NC2C=C1)N=C(N3[C@H]3C[C@H](OCC3)C)CC3=NC=C(N=C3)C([2H])([2H])[2H]